5,7-dichloro-2-thioxo-2,3-dihydropyrido[4,3-d]pyrimidin-4(1H)-one ClC1=NC(=CC=2NC(NC(C21)=O)=S)Cl